pentafluoro-2'-deoxyuridine F[C@]1([C@](C([C@@](O1)(N1C(=O)NC(=O)C=C1)F)(F)F)(O)F)CO